6-bromo-5-chloro-4-methylpyridazin-3(2H)-one BrC=1C(=C(C(NN1)=O)C)Cl